BrC=1N(C2=C(C(=CC=C2C1SC=1C(=C(C(=O)O)C=CC1)F)Cl)F)C=1C=NN(C1)C(C)C 3-((2-bromo-6-chloro-7-fluoro-1-(1-isopropyl-1H-pyrazol-4-yl)-1H-indol-3-yl)thio)-2-fluorobenzoic acid